O=C1NC(CCC1N1C(C2=CC=CC(=C2C1=O)NCCOCCCC(=O)N)=O)=O 2-[2-[2-[[2-(2,6-dioxo-3-piperidinyl)-1,3-dioxo-isoindolin-4-yl]amino]ethoxy]ethyl]acetamide